2-oxo-2-[(2R,5S)-2-[3-[2-(dimethylamino)ethoxy]phenyl]-5-methyl-1-piperidyl]-N-(1-tetrahydropyran-2-ylpyrazolo[4,3-c]pyridin-7-yl)acetamide O=C(C(=O)NC=1C2=C(C=NC1)C=NN2C2OCCCC2)N2[C@H](CC[C@@H](C2)C)C2=CC(=CC=C2)OCCN(C)C